The molecule is a methyl glycoside that is beta-D-Galp-(1->4)-[alpha-L-Rhap-(1->3)]-beta-D-GlcpNAc (LacLe(x)) in which the hydroxy group at the reducing-end anomeric centre is methylated. It is a methyl glycoside and a trisaccharide derivative. C[C@H]1[C@@H]([C@H]([C@H]([C@@H](O1)O[C@@H]2[C@H]([C@@H](O[C@@H]([C@H]2O[C@H]3[C@@H]([C@H]([C@H]([C@H](O3)CO)O)O)O)CO)OC)NC(=O)C)O)O)O